N(=[N+]=[N-])C1=C(C=CC=C1)C#CC(C1=CC=CC=C1)NS(=O)(=O)C N-(3-(2-azidophenyl)-1-phenylprop-2-yn-1-yl)methanesulfonamide